N-[(6-Amino-2-pyridyl)sulfonyl]-6-(3-fluoro-5-isobutoxyphenyl)-2-(3,3,5-trimethyl-1-piperidyl)pyridin-3-carboxamid NC1=CC=CC(=N1)S(=O)(=O)NC(=O)C=1C(=NC(=CC1)C1=CC(=CC(=C1)OCC(C)C)F)N1CC(CC(C1)C)(C)C